2-(2,2,3,3,3-pentafluoro-propionylamino)-5,6,7,8-tetrahydro-4H-cyclohepta[b]thiophene-3-carboxylic acid (2-chloro-phenyl)-amide ClC1=C(C=CC=C1)NC(=O)C=1C2=C(SC1NC(C(C(F)(F)F)(F)F)=O)CCCCC2